BrC1=C(N(N=C1)C)COCCN(C(OC(C)(C)C)=O)C tert-butyl N-[2-[(4-bromo-2-methyl-pyrazol-3-yl)methoxy]ethyl]-N-methyl-carbamate